5-formyl-2-methyl-3-(2-trimethylsilylethoxymethyl)imidazole-4-carboxylic acid C(=O)C1=C(N(C(=N1)C)COCC[Si](C)(C)C)C(=O)O